FC=1C(=CC=2C3=C(NC(C2C1)=O)COCC3N(C(=O)C3NC1=CC(=CC(=C1C3)F)F)C)F N-(8,9-difluoro-6-oxo-1,4,5,6-tetrahydro-2H-pyrano[3,4-c]isoquinolin-1-yl)-4,6-difluoro-N-methylindoline-2-carboxamide